ClC=1C=C(C=2N(N1)C=CN2)C2(CC2)C=2C=CC1=CN(N=C1C2F)CC(F)F 6-chloro-8-[(1S,2S)-[2-(2,2-difluoroethyl)-7-fluoro-indazol-6-yl]cyclopropyl]imidazo[1,2-b]pyridazine